C(N)(=O)C1=CC=C(C=C1)C1=CN=C(S1)NC(=O)C1N2C=CC=C2C(CC1)=O N-[5-(4-carbamoylphenyl)thiazol-2-yl]-8-oxo-6,7-dihydro-5H-indolizine-5-carboxamide